CN(C1=C2C(=NC(=C1CO)C1=CC=3C(N=C1)=NN(C3)C)SC(=C2)CO)C (4-(dimethylamino)-6-(2-methyl-2H-pyrazolo[3,4-b]pyridin-5-yl)thieno[2,3-b]pyridine-2,5-diyl)dimethanol